6-(Pyrrolidin-1-yl)pyrido[3,4-d]pyrimidine-2,4(1H,3H)-dione N1(CCCC1)C1=CC2=C(NC(NC2=O)=O)C=N1